6-(4-(6-chloro-2-methyl-2H-indazol-4-yl)-2,6-difluorobenzyl)-6,7-dihydro-5H-pyrrolo[3,4-b]pyridin-5-one-7,7-d2 ClC=1C=C(C2=CN(N=C2C1)C)C1=CC(=C(CN2C(C3=NC=CC=C3C2=O)([2H])[2H])C(=C1)F)F